tert-butyl 4-[(6-bromo-8-methoxyquinazolin-2-yl)amino]piperidine-1-carboxylate BrC=1C=C2C=NC(=NC2=C(C1)OC)NC1CCN(CC1)C(=O)OC(C)(C)C